CP(CCOCCP(C)C)C 1,5-bis(dimethylphosphino)-3-oxapentane